CN1N=C(C(=C1)C1=CC=NC=C1)C1=CC=C(OCC2=NC3=CC=CC=C3C(=N2)N2CCN(CC2)C(=O)OC(C)(C)C)C=C1 tert-Butyl 4-[2-[[4-[1-methyl-4-(4-pyridyl)pyrazol-3-yl]phenoxy]methyl]quinazolin-4-yl]piperazine-1-carboxylate